P(=O)(OCCCC(C1=CC=C(C=C1)C)C1=CC=C(C=C1)C)([O-])[O-] di-p-tolylbutyl phosphate